tert-butyl 4-((S)-5-((1s,4s)-4-(3-bromo-2-methylphenoxy)cyclohexyl)pentan-2-yl)piperazine-1-carboxylate BrC=1C(=C(OC2CCC(CC2)CCC[C@H](C)N2CCN(CC2)C(=O)OC(C)(C)C)C=CC1)C